6-(4-methoxypyridin-3-yl)-4-methyl-1-(4-((2R,3S)-2-methyl-3-((methylsulfonyl)methyl)azetidin-1-yl)-6-(pyrimidin-5-yl)pyridin-2-yl)-1H-pyrazolo[4,3-c]pyridine COC1=C(C=NC=C1)C1=CC2=C(C(=N1)C)C=NN2C2=NC(=CC(=C2)N2[C@@H]([C@H](C2)CS(=O)(=O)C)C)C=2C=NC=NC2